NCC1CCC(CC1)N 4-(aminomethyl)cyclohexan-1-amine